4-(2-(((R)-((R)-7-(1-methyl-1H-pyrazol-4-yl)-2,3-dihydro-1H-pyrido[2,3-b][1,4]oxazin-3-yl)(phenyl)methyl)amino)ethyl)benzonitrile CN1N=CC(=C1)C1=CC2=C(O[C@H](CN2)[C@@H](C2=CC=CC=C2)NCCC2=CC=C(C#N)C=C2)N=C1